C(C)(C)(C)OC(=O)N1CCC=C(C1)C=1C=CC=2N=CN=C(C2N1)NC1=CC=C(C=C1)OC1=CC=2N(C=C1)N=CN2 tert-butyl-5-[4-[4-([1,2,4]triazolo[1,5-a]pyridin-7-yloxy)anilino]pyrido[3,2-d]pyrimidin-6-yl]-3,6-dihydro-2H-pyridine-1-carboxylate